(S)-Methyl 5-(4-((2-chloro-6-fluorophenyl)carbamoyl)-2-fluoro-5-((1,1,1-trifluoropropan-2-yl)oxy)phenyl)-3-methylpyrazine-2-carboxylate ClC1=C(C(=CC=C1)F)NC(=O)C1=CC(=C(C=C1O[C@H](C(F)(F)F)C)C=1N=C(C(=NC1)C(=O)OC)C)F